CC1=C(C(=CC=C1)C(F)(F)F)COC=1C=NC(=NC1)N1CC(NCC1)CO [4-(5-{[2-methyl-6-(trifluoromethyl)phenyl]methoxy}pyrimidin-2-yl)piperazin-2-yl]methanol